bis(4-vinylphenyl)methane p-toluenesulfonyl-(tosylate) C(C1=CC=CC=C1)S(=O)(=O)C1(CC=C(S(=O)(=O)O)C=C1)C.C(=C)C1=CC=C(C=C1)CC1=CC=C(C=C1)C=C